m-Butylanilin C(CCC)C=1C=C(N)C=CC1